C(#N)C1=CC(=C(COC2=CC=CC(=N2)C2=CC(=C(OC3=NC4=C(N3C[C@H]3OCC3)C=C(C=C4)C(=O)O)C=C2)F)C=C1)F (S)-2-(4-(6-((4-cyano-2-fluorobenzyl)oxy)pyridin-2-yl)-2-fluorophenoxy)-1-(oxetan-2-ylmethyl)-1H-benzo[d]imidazole-6-carboxylic acid